racemic-4-(3-bromo-2-fluorophenyl)-1-(1-(4-fluorophenyl)ethyl)-1H-pyrazole BrC=1C(=C(C=CC1)C=1C=NN(C1)[C@H](C)C1=CC=C(C=C1)F)F |r|